tert-butyl 2-(4-(6-((2-bromo-4-cyanobenzyl) oxy) pyridin-2-yl)-2,5-difluorobenzyl)-1-(2-methoxyethyl)-1H-benzo[d]imidazole-6-carboxylate BrC1=C(COC2=CC=CC(=N2)C2=CC(=C(CC3=NC4=C(N3CCOC)C=C(C=C4)C(=O)OC(C)(C)C)C=C2F)F)C=CC(=C1)C#N